(Z)-4-(benzyloxy)-6-methyl-12-phenyl-6,6a,7,8,11,12-hexahydropyrido[1',2':1,6][1,2,4]triazino[2,3-a]azocine-3,5-dione C(C1=CC=CC=C1)OC=1C(C=CN2C1C(N(C1N2C(C\C=C/CC1)C1=CC=CC=C1)C)=O)=O